tert-Butyl (3S)-3-[[3-(2-chloro-6-methyl-4-pyridyl)-2-(3-cyanophenyl)pyrazolo[1,5-a]pyrimidine-5-carbonyl]amino]piperidine-1-carboxylate ClC1=NC(=CC(=C1)C=1C(=NN2C1N=C(C=C2)C(=O)N[C@@H]2CN(CCC2)C(=O)OC(C)(C)C)C2=CC(=CC=C2)C#N)C